2-chloro-10-phenyl-10H-spiro[acridine-9,9'-xanthene] ClC1=CC2=C(C=C1)N(C1=CC=CC=C1C21C2=CC=CC=C2OC=2C=CC=CC12)C1=CC=CC=C1